CC(C1=CC(=CC(=C1)OC)OC)(C)OC(=O)CCCN [[(α,α-dimethyl-3,5-dimethoxybenzyl)oxy]carbonyl]propylamine